2-(2-(1-(2,3-Difluorobenzyl)-5-oxopyrrolidin-2-yl)acetamido)-3-methyl-N-(3-phenylpropyl)butanamide FC1=C(CN2C(CCC2=O)CC(=O)NC(C(=O)NCCCC2=CC=CC=C2)C(C)C)C=CC=C1F